4-methoxy-N-(1-(phenylthio)-2-(thiazole-2-yl)propyl)aniline ethyl-3-(5-ethylisoxazol-4-yl)benzoate C(C)OC(C1=CC(=CC=C1)C=1C=NOC1CC)=O.COC1=CC=C(NC(C(C)C=2SC=CN2)SC2=CC=CC=C2)C=C1